C(C)OC(=O)C1(CC(=NO1)C1=C(C=C(C(=C1)C1=NC=C(C=C1)C(F)(F)F)F)Cl)C 3-[2-chloro-4-fluoro-5-[5-(trifluoromethyl)-2-pyridinyl]phenyl]-5-methyl-4H-isoxazole-5-carboxylic acid ethyl ester